BrC=1C=CC(=C(C1)C1=CC(=CC=C1)C(=O)O)N(C)C 5'-bromo-2'-(dimethylamino)-[1,1'-biphenyl]-3-carboxylic acid